C12(CC3CC(CC(C1)C3)C2)C(=O)O adamantane-1-Formic acid